BrC=1C=CC=2N(C3=CC=CC=C3C2C1)C1=NC2=CC=CC=C2C(=N1)C1=CC=CC=C1 3-bromo-9-(4-phenylquinazolin-2-yl)-9H-carbazole